2-(Bis(10-((dihexylamino)oxy)-10-oxodecyl)amino)ethanol C(CCCCC)N(OC(CCCCCCCCCN(CCO)CCCCCCCCCC(ON(CCCCCC)CCCCCC)=O)=O)CCCCCC